C(CCCCC)OC1=CC=C(C=C1)C=CC(=O)OC methyl 3-(4-(hexyloxy)phenyl)acrylate